CN1CC(C1)(C)[C@](O)(C1=CC=C(C=C1)C(C)C)C=1C=NC=C(C1)COC1=CC=C(C=C1)F (R)-(1,3-Dimethyl-azetidin-3-yl)-[5-(4-fluoro-phenoxymethyl)-pyridin-3-yl]-(4-isopropyl-phenyl)-methanol